C(N)(=O)C1=C(C2=C(C(=N1)C=1C=C3CCN(CC3=CC1)C(=O)OC(C)(C)C)C=CS2)C2=C(C=C(C=C2)F)OCCOC tert-butyl 6-[6-carbamoyl-7-[4-fluoro-2-(2-methoxyethoxy) phenyl] thieno[3,2-c]pyridin-4-yl]-3,4-dihydro-1H-isoquinoline-2-carboxylate